N-(6-((4-((2-methoxy-5-methyl-4-(4-(4-methylpiperazin-1-yl)piperidin-1-yl)phenyl)amino)-1,3,5-triazin-2-yl)amino)quinoxalin-5-yl)methanesulfonamide COC1=C(C=C(C(=C1)N1CCC(CC1)N1CCN(CC1)C)C)NC1=NC(=NC=N1)NC=1C(=C2N=CC=NC2=CC1)NS(=O)(=O)C